1-(4-((2S,4r,6S)-2-cyano-7-((5-methoxy-7-methyl-1H-indol-4-yl)methyl)-7-azaspiro[3.5]nonan-6-yl)benzamido)cyclobutane-1-carboxylic acid C(#N)C1CC2(C1)C[C@H](N(CC2)CC2=C1C=CNC1=C(C=C2OC)C)C2=CC=C(C(=O)NC1(CCC1)C(=O)O)C=C2